benzyl 3-acetoxy-3-(4-((3-bromo-7-(butylamino)-5-((methoxycarbonyl)amino)-1H-pyrazolo[4,3-d]pyrimidin-1-yl)methyl)-3-methoxyphenyl)azetidine-1-carboxylate C(C)(=O)OC1(CN(C1)C(=O)OCC1=CC=CC=C1)C1=CC(=C(C=C1)CN1N=C(C=2N=C(N=C(C21)NCCCC)NC(=O)OC)Br)OC